C(=O)(O)CN1CCN(CCN(CCN(CC1)CC(=O)O)CC(=O)O)C(C(=O)O)CCC(=O)O 2-[4,7,10-Tris(carboxymethyl)-1,4,7,10-tetraza-1-cyclododecyl]glutaric acid